{3-[(1,3-benzothiazol-2-yl)amino]-6-methyl-5H,6H,7H-pyrrolo[2,3-c]Pyridazin-7-yl}-1,3-thiazole-4-carboxylic acid ethyl ester C(C)OC(=O)C=1N=C(SC1)N1C(CC2=C1N=NC(=C2)NC=2SC1=C(N2)C=CC=C1)C